6-((5-Chloropyrazolo[1,5-a]pyrimidin-7-yl)amino)-4-nitropyridin-3-ol ClC1=NC=2N(C(=C1)NC1=CC(=C(C=N1)O)[N+](=O)[O-])N=CC2